ClC=1C(=CC2=C([C@@H](C[C@@H](O2)C(=O)NC23CC(C2)(C3)C3=CC(=NC=C3)OCCCOC(F)(F)F)O)C1)F (2R,4R)-6-chloro-7-fluoro-4-hydroxy-N-(3-{2-[3-(trifluoromethoxy)propoxy]pyridin-4-yl}bicyclo[1.1.1]pentan-1-yl)-3,4-dihydro-2H-1-benzopyran-2-carboxamide